N-(2-fluoro-4-(8-methyl-2-(methylsulfonyl)imidazo[1',2':1,6]pyrido[2,3-d]pyrimidine-6-yl)phenyl)benzamide FC1=C(C=CC(=C1)C1=CC2=C(N=C(N=C2)S(=O)(=O)C)N2C1=NC(=C2)C)NC(C2=CC=CC=C2)=O